C(C)(C)(C)OC(=O)N1CCC(=CC1)C1=CC=C(C=C1)C(\C=C\C1CCN(CC1)CC1=CC=CC=C1)=O t-butyl-(E)-4-(4-(3-(1-benzylpiperidin-4-yl) acryloyl) phenyl)-3,6-dihydropyridine-1(2H)-carboxylate